C1(=CC=C(C=C1)CN1N=C(C=C1C(=O)O)C(=O)O)CN1N=C(C=C1C(=O)O)C(=O)O 1,1'-[1,4-phenylenedi(methylene)]Bis(3,5-pyrazoledicarboxylic acid)